N(C(=O)C)C=1C=C(N)C=CC1 (m-acetamino)aniline